(2R,6R)-N-[(3S,4R)-4-fluoropyrrolidin-3-yl]-6-methyl-4-[8-(trifluoromethyl)-5-quinolinyl]morpholine-2-carboxamide F[C@H]1[C@H](CNC1)NC(=O)[C@H]1CN(C[C@H](O1)C)C1=C2C=CC=NC2=C(C=C1)C(F)(F)F